(1R,4s)-4-(2-(sec-butylamino)-8-(2-chloro-6-fluorophenylamino)-9H-purin-9-yl)cyclohexanecarboxamide C(C)(CC)NC1=NC=C2N=C(N(C2=N1)C1CCC(CC1)C(=O)N)NC1=C(C=CC=C1F)Cl